NC=1N=NC(=CC1C#CC1CCN(CC1)CC1CCC(CC1)C(=O)OC)C1=C(C=CC=C1)O methyl (1r,4r)-4-((4-((3-amino-6-(2-hydroxyphenyl)pyridazin-4-yl)ethynyl)piperidin-1-yl)methyl)cyclohexane-1-carboxylate